N-(1-tert-butyl-1H-pyrazol-4-yl)urea C(C)(C)(C)N1N=CC(=C1)NC(=O)N